5-chloro-2-{[2-(2-methylpropyl)morpholin-4-yl]methyl}-7,8-dihydro-6H-spiro[[1,3]oxazolo[5,4-f]quinazoline-9,1'-cyclohexane]-7-one ClC=1C=C2C(=C3C1NC(NC31CCCCC1)=O)OC(=N2)CN2CC(OCC2)CC(C)C